C(C1=CC=CC=C1)(=O)OCC1=CC(=C(C=C1)F)NC(=O)[C@H]1N(CC2=CC=CC=C12)C([C@H](C1CCOCC1)NC([C@H](C)N(C)C(=O)OC(C)(C)C)=O)=O 3-[[(1S)-2-[(2S)-2-[[(2S)-2-[tert-butoxycarbonyl (methyl) amino] propionyl] amino]-2-tetrahydropyran-4-yl-acetyl] isoindoline-1-carbonyl] amino]-4-fluoro-benzyl benzoate